CC1=NC(=CC(=C1)C=1N=C(SC1CO)NC1=CC=C(C=C1)S(=O)(=O)O)C 4-((4-(2,6-Dimethylpyridin-4-yl)-5-(hydroxymethyl)thiazol-2-yl)amino)benzenesulfonic acid